2-deoxy-alpha-D-galactopyranose O[C@@H]1C[C@@H](O)[C@@H](O)[C@H](O1)CO